F[C@H](CNC(OC(C)(C)C)=O)CO tert-butyl (R)-(2-fluoro-3-hydroxypropyl)carbamate